1-(3-Bromobenzyl)-3-((2-(trimethylsilyl)ethoxy)methyl)dihydropyrimidine-2,4(1H,3H)-dione BrC=1C=C(CN2C(N(C(CC2)=O)COCC[Si](C)(C)C)=O)C=CC1